C(C)(C)C1=C(NC2=CC=C(C=C12)C1CCNCC1)C1=CC2=C(NN=N2)C=C1 5-(3-isopropyl-5-(piperidin-4-yl)-1H-indol-2-yl)-1H-benzo[d][1,2,3]triazole